N-(bicyclo[1.1.1]pentan-1-yl)-4-hydroxy-1-(2-(4-hydroxypiperidin-1-yl)ethyl)-2-oxo-6-(trifluoromethyl)-1,2-dihydro-1,8-naphthyridine-3-carboxamide C12(CC(C1)C2)NC(=O)C=2C(N(C1=NC=C(C=C1C2O)C(F)(F)F)CCN2CCC(CC2)O)=O